3-(4-((4-bromobutyl)thio)-1-carbonyl-isoindolin-2-yl)piperidine-2,6-dione BrCCCCSC1=C2CN(C(C2=CC=C1)=C=O)C1C(NC(CC1)=O)=O